ClS(=O)(=O)C=1C=C(C=CC1)CC(=O)OC methyl 2-(3-(chloro-sulfonyl)phenyl)acetate